C(C1=CC=CC=C1)OC(CCC(C(F)(F)F)(C(F)(F)F)F)=O 4,5,5,5-tetrafluoro-4-(trifluoromethyl)pentanoic acid benzyl ester